CC(C)OC1=C(C(=CC=C1)OC(C)C)C1=C(C=CC=C1)P(C1CCCCC1)C1CCCCC1 [2',6'-bis(propan-2-yloxy)-[1,1'-biphenyl]-2-yl]dicyclohexylphosphane